C(C)(C)(C)OC(=O)N1C(CNCC1)(CC#N)C=1C2=C(N=C(N1)OC[C@H]1N(CCC1)C)C=C(C=N2)C2=CC=CC1=CC=C(C(=C21)Cl)F 7-(8-chloro-7-fluoronaphthalene-1-yl)-2-((((S)-1-methylpyrrolidin-2-yl)methoxyl)pyrido[3,2-d]Pyrimidin-4-yl)-2-(cyanomethyl)piperazine-1-carboxylic acid tert-butyl ester